1-ethoxy-3-propoxy-2-propanol C(C)OCC(COCCC)O